rac-2-(7-amino-2-((1S*,2S*)-2-(4-methylpyrimidin-2-yl)cyclopropyl)quinolin-4-yl)acetonitrile NC1=CC=C2C(=CC(=NC2=C1)[C@@H]1[C@H](C1)C1=NC=CC(=N1)C)CC#N |r|